N-hexyl-N-(2-hydroxypropyl)nonan-1-aminium C(CCCCC)[NH+](CCCCCCCCC)CC(C)O